2-Ethoxy-2H-quinoline-1-carboxylic acid ethyl ester C(C)OC(=O)N1C(C=CC2=CC=CC=C12)OCC